CNC(C1=CC(=CC(=C1)C(F)(F)F)C(F)(F)F)=O N-methyl-3,5-bis(trifluoromethyl)benzamide